ClC=1C(=NC(=NC1)NC1=CC=C(C=C1)S(=O)(=O)C)NC1=CC(=CC=C1)C(F)(F)F 5-chloro-N2-(p-methylsulfonylphenyl)-N4-(3-(trifluoromethyl)phenyl)pyrimidine-2,4-diamine